C(C1=CC=CC=C1)(=O)NC(C(=O)[O-])CC benzamidobutyrate